Triethoxy(diethylamino)silane C(C)O[Si](N(CC)CC)(OCC)OCC